S1C(=CC=C1)S(=O)(=O)N1CC=C(CC1)C=1C=C(C=NC1)O 5-(1-(thiophene-2-sulfonyl)-1,2,5,6-tetrahydropyridin-4-yl)-3-hydroxy-pyridine